N-[5-(3-bromo-5-methoxyphenyl)pyridin-2-yl]-2-methylpyrimidine-5-carboxamide BrC=1C=C(C=C(C1)OC)C=1C=CC(=NC1)NC(=O)C=1C=NC(=NC1)C